(S)-3-((2-(((2S,3R)-1,3-dihydroxybutan-2-yl)amino)-9-ethyl-9H-purin-6-yl)amino)-N-((R)-tetrahydrofuran-3-yl)pyrrolidine-1-sulfonamide OC[C@@H]([C@@H](C)O)NC1=NC(=C2N=CN(C2=N1)CC)N[C@@H]1CN(CC1)S(=O)(=O)N[C@H]1COCC1